7-[3-(2-Chloro-4-fluoro-benzoyl)-3,8-diazabicyclo[3.2.1]oct-8-yl]-1,3-benzodioxol-5-sulfonyl chloride ClC1=C(C(=O)N2CC3CCC(C2)N3C3=CC(=CC2=C3OCO2)S(=O)(=O)Cl)C=CC(=C1)F